3-((R)-4-cyclopropyl-2,5-dioxoimidazolidin-4-yl)-2-methylpropanoic acid C1(CC1)[C@]1(NC(NC1=O)=O)CC(C(=O)O)C